CC1=CC2=C(N(C(O2)=S)COCC[Si](C)(C)C)C=C1 6-methyl-3-((2-(trimethylsilyl)ethoxy)methyl)benzo[d]oxazole-2(3H)-thione